C(C)(C)(C)OC(NC=1SC2=C(N1)C=CC=C2C2=C(C=CC=C2)[N+]#[C-])=O (7-(2-isocyanophenyl)benzo[d]thiazol-2-yl)carbamic acid tert-butyl ester